ClC=1C(=NC(=NC1)NC1=C(C=C(C(=C1)C)C=1C[C@@H](N([C@@H](C1)C1CC1)C1CCOCC1)C1CC1)OC(C)C)NC1=C(C=CC=C1)S(=O)(=O)C(C)C 5-chloro-N2-(4-((cis)-2,6-dicyclopropyl-1-(tetrahydro-2H-pyran-4-yl)-1,2,3,6-tetrahydropyridin-4-yl)-2-isopropoxy-5-methylphenyl)-N4-(2-(isopropylsulfonyl)phenyl)pyrimidine-2,4-diamine